C(C)N1C[C@@H](CCC1)NC=1C(N(C(=NN1)C1=C(C2=C(SC=C2)C=C1)O)C)=O (R)-6-((1-ethylpiperidin-3-yl)amino)-3-(4-hydroxybenzo[b]thiophen-5-yl)-4-methyl-1,2,4-triazine-5(4H)-one